iron naphthoate C1(=CC=CC2=CC=CC=C12)C(=O)[O-].[Fe+2].C1(=CC=CC2=CC=CC=C12)C(=O)[O-]